1-(5-cyanopyridin-3-yl)hydrazine-1,2-dicarboxylic acid di-tert-butyl ester C(C)(C)(C)OC(=O)N(NC(=O)OC(C)(C)C)C=1C=NC=C(C1)C#N